O1C=NC2=C1C=CC=C2 benzooxazol